(6,6-dimethyl-1-(methylamino)-1-oxohept-4-en-2-yl)carbamic acid tert-butyl ester C(C)(C)(C)OC(NC(C(=O)NC)CC=CC(C)(C)C)=O